CN1N=C(C=C1C)NC1=NC=C(C(=N1)C1=CNC2=C(C=CC=C12)N1C(C2=CC=CC(=C2C1)NC(=O)C1CC=CCC1)=O)C N-(2-(3-(2-((1,5-dimethyl-1H-pyrazol-3-yl)amino)-5-methylpyrimidin-4-yl)-1H-indol-7-yl)-1-oxoisoindolin-4-yl)cyclohex-3-ene-1-carboxamide